(S)-5-(2,4-difluorophenyl)-2,3-dimethyl-7-(2-(2-oxo-1,2-dihydropyridin-4-yl)morpholino)pyrido[4,3-d]pyrimidin-4(3H)-one FC1=C(C=CC(=C1)F)C1=NC(=CC=2N=C(N(C(C21)=O)C)C)N2C[C@@H](OCC2)C2=CC(NC=C2)=O